2-(4-Cyano-phenoxy)-2-(4-ethanesulfonyl-phenyl)-N-(7-methoxy-6-methyl-benzothiazol-2-yl)-acetamide C(#N)C1=CC=C(OC(C(=O)NC=2SC3=C(N2)C=CC(=C3OC)C)C3=CC=C(C=C3)S(=O)(=O)CC)C=C1